CCCCC/C=C\C/C=C\CCCCCCCC(=O)O[C@H](COC(=O)CCCC/C=C\C/C=C\C/C=C\C/C=C\CC)COP(=O)(O)OC[C@H](CO)O 1-(6Z,9Z,12Z,15Z-octadecatetraenoyl)-2-(9Z,12Z-octadecadienoyl)-glycero-3-phospho-(1'-sn-glycerol)